COC=1C=CC=2C3=C(NC2C1)CCNCC3 8-methoxy-1,2,3,4,5,6-hexahydroazepino[4,5-b]indole